4-(2-Hydroxypropan-2-yl)-N-((2,3,6,7-tetrahydrobenzo[1,2-b:4,5-b']difuran-4-yl)carbamoyl)furan-2-sulfonamide OC(C)(C)C=1C=C(OC1)S(=O)(=O)NC(NC1=C2C(OCC2)=CC2=C1OCC2)=O